methyl-(t-butoxycarbonyl)-L-leucyl-L-cysteine CN([C@@H](CC(C)C)C(=O)N[C@@H](CS)C(=O)O)C(=O)OC(C)(C)C